(E)-2-styrylquinoline C(=C\C1=CC=CC=C1)/C1=NC2=CC=CC=C2C=C1